COC(=O)C1=C(C(=NC2=CC(=CC=C12)Br)Cl)C 7-bromo-2-chloro-3-methylquinoline-4-carboxylic acid methyl ester